6-(3-chlorophenyl)-5-(4-chlorophenyl)-3-isopropyl-8-methyl-2,3,5,6,7,8-hexahydrooxazolo[3,2-a]pyridin-4-ium trifluoromethanesulfonate FC(S(=O)(=O)[O-])(F)F.ClC=1C=C(C=CC1)C1CC(C2=[N+](C1C1=CC=C(C=C1)Cl)C(CO2)C(C)C)C